N-((4-methoxyphenyl)ethyl)-p-toluenesulfonamide COC1=CC=C(C=C1)CCNS(=O)(=O)C1=CC=C(C)C=C1